C=C(C)C=1C(=NON1)C(=O)O 4-(prop-1-en-2-yl)-1,2,5-oxadiazole-3-carboxylic acid